2,5-Dichloro-N-(2-methyl-4-nitrophenyl)benzenesulfonamide ClC1=C(C=C(C=C1)Cl)S(=O)(=O)NC1=C(C=C(C=C1)[N+](=O)[O-])C